C(C)N(C1=C(C=C(C=C1)C1=NNC(OC1)=O)C(F)(F)F)C 5-{4-[Ethyl-(methyl)amino]-3-(trifluoromethyl)phenyl}-3,6-dihydro-2H-1,3,4-oxadiazin-2-one